C1(CC1)N(C(OC(C)(C)C)=O)C1CN(CC1)C1=NC=C(N=C1)C(NC1=CC2=CN(N=C2C=C1C)C)=O tert-butyl cyclopropyl(1-(5-((2,6-dimethyl-2H-indazol-5-yl)carbamoyl)pyrazin-2-yl)pyrrolidin-3-yl)carbamate